magnesium cresotate C1(=C(C(=CC=C1)C)O)C(=O)[O-].[Mg+2].C1(=C(C(=CC=C1)C)O)C(=O)[O-]